3-nitro-valerate [N+](=O)([O-])C(CC(=O)[O-])CC